C(C)(C)(C)OC(=O)N1C[C@H]2[C@@H](C1)C(CC2)C[C@@H](C(=O)OC)N (3aS,6aR)-4-((S)-2-amino-3-methoxy-3-oxopropyl)hexahydrocyclopenta[c]pyrrole-2(1H)-carboxylic acid tert-butyl ester